FC(C(=O)C1=CC=CC=C1)(C(F)(F)F)F perfluoropropiophenone